D-(+)-arabinitol C([C@H](C([C@@H](CO)O)O)O)O